BrC1=NN(C=C1)C1=CC(=CC(=C1)OC)OC 3-bromo-1-(3,5-dimethoxyphenyl)-1H-pyrazole